6,6'-di-tert-butyl-4,4'-butylidenedim-cresol C(C)(C)(C)C=1C=C(C(=CC1O)C)C(CCC)C=1C(=CC(=C(C1)C(C)(C)C)O)C